4-(4-isothiocyanato-2-(trifluoromethyl)benzyl)-1,4-oxazepane N(=C=S)C1=CC(=C(CN2CCOCCC2)C=C1)C(F)(F)F